CC(CC)(C)C1=C(OCC(=O)O)C=CC(=C1)C(CC)(C)C 2,4-bis(1,1-dimethylpropyl)phenoxyacetic acid